cis-2-methylpiperidine-4-carboxylic acid methyl ester COC(=O)[C@@H]1C[C@@H](NCC1)C